N-(3-chloro-5-methanesulfonamidophenyl)-5-(5-fluoro-3-{[(5-fluoropyridin-3-yl)oxy]methyl}pyridin-2-yl)-1-methylpyrrole-3-carboxamide ClC=1C=C(C=C(C1)NS(=O)(=O)C)NC(=O)C1=CN(C(=C1)C1=NC=C(C=C1COC=1C=NC=C(C1)F)F)C